tris(N-(3-methylphenyl)N-phenylamino)triphenylamine CC=1C=C(C=CC1)N(C1=CC=CC=C1)C1=C(C(=C(C=C1)N(C1=CC=CC=C1)C1=CC=CC=C1)N(C1=CC(=CC=C1)C)C1=CC=CC=C1)N(C1=CC(=CC=C1)C)C1=CC=CC=C1